C1(CC1)COC1=CC=C(N)C=C1 4-(cyclopropylmethoxy)aniline